2,5-dioxopyrrolidin-1-yl-triacontane O=C1N(C(CC1)=O)CCCCCCCCCCCCCCCCCCCCCCCCCCCCCC